(1,3-dioxolan-2-yl)methylamine O1C(OCC1)CN